CC=1N=C(C2=C(N1)OC=C2C(=O)N2CC(CC2)C=2C=NN(C2)C)NC2(CC2)C methyl-5-[3-(1-methyl-1H-pyrazol-4-yl)pyrrolidine-1-carbonyl]-N-(1-methylcyclopropyl)furo[2,3-d]pyrimidin-4-amine